C(C=C(C)C)C1=C(C=2C(C(=C(OC2C=C1O)C1=CC=C(O)C=C1)O)=O)O 6-prenylkaempferol